ClC1=CC(=C(N=N1)N)C1=CCCC1 6-chloro-4-(cyclopent-1-en-1-yl)pyridazine-3-Amine